ClC1=NC=C(C(=C1)N1C(C=2C(C=C1)=NN(C2)CC2=C(C=CC=C2)Cl)=O)F 5-(2-chloro-5-fluoropyridin-4-yl)-2-(2-chlorobenzyl)-2,5-dihydro-4H-pyrazolo[4,3-c]pyridin-4-one